5-[(diphenylmethylene)amino]-2-(1-methyl-1H-pyrazol-4-yl)pyridine-3-sulfonamide C1(=CC=CC=C1)C(C1=CC=CC=C1)=NC=1C=C(C(=NC1)C=1C=NN(C1)C)S(=O)(=O)N